N-(4-methyl-3-(2-(((S)-1-methylpyrrolidin-3-yl)oxy)-6-morpholinopyridin-4-yl)phenyl)-3-(2,2,2-trifluoroethyl)pyrrolidine-1-carboxamide CC1=C(C=C(C=C1)NC(=O)N1CC(CC1)CC(F)(F)F)C1=CC(=NC(=C1)N1CCOCC1)O[C@@H]1CN(CC1)C